NC=1C2=C(N=CN1)N(C(=C2C2=CC=C(C=C2)C(=O)N2CCOCC2)C2CN(CC2)C(C=C)=O)C 1-(3-(4-amino-7-methyl-5-[4-(morpholine-4-carbonyl)phenyl]-7H-pyrrolo[2,3-d]pyrimidin-6-yl)pyrrolidin-1-yl)prop-2-en-1-one